CN(C1=C2C=CC=C(C2=CC=C1)S(=O)(=O)NC(C(=O)O)C)C [[5-(dimethylamino)-1-Naphthyl]sulfonylamino]propionic acid